1-(6-(((1-(4-(1-acetyl-4-((4-chlorophenyl)amino)-2-methyl-1,2,3,4-tetrahydroquinolin-6-yl)phenyl)piperidin-4-yl)(methyl)amino)methyl)pyridazin-3-yl)dihydropyrimidine-2,4(1H,3H)-dione C(C)(=O)N1C(CC(C2=CC(=CC=C12)C1=CC=C(C=C1)N1CCC(CC1)N(C)CC1=CC=C(N=N1)N1C(NC(CC1)=O)=O)NC1=CC=C(C=C1)Cl)C